ClC1=C(C(=CC=C1)Cl)C1=CC2=C(N=C(N=C2)NC2=CC(=CC=C2)OCCN2CCNCC2)N(C1=O)C 6-(2,6-dichlorophenyl)-8-methyl-2-((3-(2-(piperazin-1-yl)ethoxy)phenyl)amino)pyrido[2,3-d]pyrimidin-7(8H)-one